NC=1SC=C(N1)C(=O)N[C@@H]1C[C@@H](CCC1)NC=1C2=C(N=C(N1)C1=CN(C3=NC=C(C=C31)F)S(=O)(=O)C3=CC=C(C)C=C3)N(C=C2)C |r| (+/-)-cis-2-amino-N-(3-((2-(5-fluoro-1-tosyl-1H-pyrrolo[2,3-b]pyridin-3-yl)-7-methyl-7H-pyrrolo[2,3-d]pyrimidin-4-yl)amino)cyclohexyl)thiazole-4-carboxamide